FC1CN(C1)C(CN1C(N(C2=NC=C(C=C21)C=2SC(=CC2)C(OC)CCCCCCCCCCCCC)C)=O)=O 1-[2-(3-fluoroazetidin-1-yl)-2-oxo-ethyl]-3-methyl-6-[5-(tridecylmethoxymethyl)-2-thienyl]imidazo[4,5-b]pyridin-2-one